OC1=C(C(=C2C(=C(C3=C(C(=C(C(=C3C2=C1[2H])[2H])[2H])[2H])[2H])[2H])[2H])[2H])[2H] 3-hydroxy-phenanthrene-d9